CC1=C(OC2=C(C=C(C=C2C1=O)C)C(C)NC1=C(C(=O)O)C=CC=C1)C=1C=CC=2N(N1)C=C(N2)C 2-[1-[3,6-Dimethyl-2-(2-methylimidazo[1,2-b]pyridazin-6-yl)-4-oxo-chromen-8-yl]ethylamino]benzoic acid